5-amino-1-pentanoic acid NCCCCC(=O)O